BrC1=C(C=C2C(=NC(NC2=C1SCC(CO)C1=NC=CC=C1)=O)N1C[C@@H](N([C@@H](C1)C)C(=O)OC(C)(C)C)C)C(F)(F)F tert-butyl (2S,6R)-4-(7-bromo-8-((3-hydroxy-2-(pyridin-2-yl)propyl)thio)-2-oxo-6-(trifluoromethyl)-1,2-dihydroquinazolin-4-yl)-2,6-dimethylpiperazine-1-carboxylate